2,2-bis(3,4-dimethylphenyl)hexachloropropane CC=1C=C(C=CC1C)C(C(Cl)(Cl)Cl)(C(Cl)(Cl)Cl)C1=CC(=C(C=C1)C)C